2-bromo-4-nitro-5-(2H-1,2,3-triazol-2-yl)pyridine BrC1=NC=C(C(=C1)[N+](=O)[O-])N1N=CC=N1